O1CCCC2=NC=C(C=C21)C=2C=CC=C(C2)O 5-{2H,3H,4H-pyrano[3,2-b]pyridin-7-yl}phenol